C(C)(C)(C)OC(=O)N[C@@]1(CN(CC1)C1=CC(=NC=C1C(=O)OCC)C#N)C ethyl (S)-4-(3-((tert-butoxycarbonyl)amino)-3-methylpyrrolidin-1-yl)-6-cyanonicotinate